1,3-Dihydroisobenzofuran C1OCC2=CC=CC=C12